[Zn].N(C)C[C@H](O)[C@@H](O)[C@H](O)[C@H](O)CO meglumine zinc